CN[C@H]1CC[C@H](CC1)NC1=NN2C(C=N1)=C(C=C2)C=2C=CC=1N(C2)C(=CN1)C(=O)N1CCCC1 (6-(2-((cis-4-(methylamino)cyclohexyl)amino)pyrrolo[2,1-f][1,2,4]triazin-5-yl)imidazo[1,2-a]pyridin-3-yl)(pyrrolidin-1-yl)methanone